BrC1=CC=C(C=C1)C(C(=O)O)C (4-bromophenyl)propanoic acid